ClC=1C=CC(=C(C1)C1N(CCC1)C(=O)OC(C)(C)C)CN1C(NC(C2=C1C=CN2)=O)=S tert-Butyl 2-(5-chloro-2-((4-oxo-2-thioxo-2,3,4,5-tetrahydro-1H-pyrrolo[3,2-d]pyrimidin-1-yl)methyl)phenyl)pyrrolidine-1-carboxylate